C(C)(C)C1=C(NC2=C1N=C(S2)N2CC1(C2)CN(C1)CCS(=O)(=O)C)C=1C(=C(C(N(C1)C)=O)C)C 5-(6-isopropyl-2-(6-(2-(methylsulfonyl)ethyl)-2,6-diazaspiro[3.3]heptan-2-yl)-4H-pyrrolo[3,2-d]thiazol-5-yl)-1,3,4-trimethylpyridin-2(1H)-one